(S)-5-(2-fluoro-2-methylpropanoyl)-N-((S)-3-oxo-1-((S)-2-oxopyrrolidin-3-yl)-4-(trifluoromethoxy)butan-2-yl)-5-azaspiro[2.4]heptane-6-carboxamide FC(C(=O)N1CC2(CC2)C[C@H]1C(=O)N[C@@H](C[C@H]1C(NCC1)=O)C(COC(F)(F)F)=O)(C)C